N'-((1,2,3,5,6,7-hexahydrodicyclopenta[b,e]pyridin-8-yl)carbamoyl)-2-(2-hydroxypropan-2-yl)-4-(methoxymethyl)thiazole-5-sulfonimidamide C1CCC2=NC3=C(C(=C21)NC(=O)N=S(=O)(N)C2=C(N=C(S2)C(C)(C)O)COC)CCC3